ClC1=C(C=C(C=C1N1[C@H]2CN[C@@H](C1)C2)C#N)NC2=NC=1N(C(=N2)NC2CC2)N=CC1C#N 2-({2-chloro-5-cyano-3-[(1R,4R)-2,5-diazabicyclo[2.2.1]heptan-2-yl]phenyl}amino)-4-(cyclopropylamino)pyrazolo[1,5-a][1,3,5]triazine-8-carbonitrile